N-(3,4-dichlorophenyl)-4-[4-(2-ethoxypyridin-3-yl)-2-oxo-2,3-dihydro-1H-1,3-benzodiazol-1-yl]piperidine-1-carboxamide ClC=1C=C(C=CC1Cl)NC(=O)N1CCC(CC1)N1C(NC2=C1C=CC=C2C=2C(=NC=CC2)OCC)=O